diethylphosphine oxide formate C(=O)O.C(C)P(CC)=O